C(=O)O.C(C)(C)Cl isopropylchloride format